tert-butyl ((1R,2S)-2-((2-(2,6-dioxopiperidin-3-yl)-1-oxoisoindolin-5-yl)oxy)cyclopentyl)carbamate O=C1NC(CCC1N1C(C2=CC=C(C=C2C1)O[C@@H]1[C@@H](CCC1)NC(OC(C)(C)C)=O)=O)=O